N1N=CC2=CC=CC(=C12)CNC(=S)NC1=CC=C(C=C1)I 1-[(1H-indazol-7-yl)methyl]-3-(4-iodophenyl)thiourea